N-(4-((4-(4-(3-aminopropyl)piperidine-1-carbonyl)phenyl)carbamoyl)benzyl)-N-cyclopropyl-3-oxo-3,4-dihydro-2H-benzo[b][1,4]oxazine-7-carboxamide 2,2,2-trifluoroacetate FC(C(=O)O)(F)F.NCCCC1CCN(CC1)C(=O)C1=CC=C(C=C1)NC(=O)C1=CC=C(CN(C(=O)C=2C=CC3=C(OCC(N3)=O)C2)C2CC2)C=C1